C1(=CC=CC2=CC=CC=C12)[C@@H](C)NC(=O)C=1C=C(C(=O)OC)C=CC1 methyl 3-[[(1R)-1-(1-naphthyl)ethyl]carbamoyl]benzoate